4-bromo-N-phenylpyridin-2-amine BrC1=CC(=NC=C1)NC1=CC=CC=C1